OC1=CC=C(CNC([C@@H](CCCN\C(=N/C(NCCNC(CC)=O)=O)\N)NC(C(C2=CC(=CC=C2)OCCCCNC(CN2CCNCC2)=O)C2=CC=CC=C2)=O)=O)C=C1 (2R)-N-(4-hydroxybenzyl)-2-(2-phenyl-2-(3-(4-(2-(piperazin-1-yl)acetamido)butoxy)phenyl)acetamido)-5-((Z)-2-((2-propionamidoethyl)carbamoyl)guanidino)pentanamide